F[C@H]1C[C@H](N2N=C(N=C21)SC2CC(C2)C#N)C2=CC=CC=C2 3-(((5S,7S)-7-fluoro-5-phenyl-6,7-dihydro-5H-pyrrolo[1,2-b][1,2,4]triazol-2-yl)thio)cyclobutanecarbonitrile